3-((6-(3-Chloro-1H-pyrazol-4-yl)-1-oxoisoquinolin-2(1H)-yl)methyl)-N-((1-methylpiperidin-4-yl)methyl)benzamide ClC1=NNC=C1C=1C=C2C=CN(C(C2=CC1)=O)CC=1C=C(C(=O)NCC2CCN(CC2)C)C=CC1